[Na+].C(C1=CC=CC=C1)OC(=O)NCC1=NN(C(=C1C=1C=CC=C2C(=C(N(C12)CCCS(=O)(=O)[O-])C(=O)OCC)CCCOC1=CC=CC2=CC=CC=C12)CC)C 3-(7-(3-((((benzyloxy)carbonyl)amino)methyl)-5-ethyl-1-methyl-1H-pyrazol-4-yl)-2-(ethoxycarbonyl)-3-(3-(naphthalen-1-yloxy)propyl)-1H-indol-1-yl)propane-1-sulfonic acid-sodium salt